N-[2,4-difluoro-3-(2-{[4-(methylamino)cyclohexyl]amino}quinazolin-6-yl)phenyl]-6-fluoro-1-hydroxy-2,3-dihydro-1H-indene-4-sulfonamide FC1=C(C=CC(=C1C=1C=C2C=NC(=NC2=CC1)NC1CCC(CC1)NC)F)NS(=O)(=O)C=1C=2CCC(C2C=C(C1)F)O